(R)-4-(6-chloro-1-(2-(trimethylsilyl)ethoxymethyl)-1H-pyrrolo[2,3-b]pyridin-4-yl)-3-Methylmorpholine ClC1=CC(=C2C(=N1)N(C=C2)COCC[Si](C)(C)C)N2[C@@H](COCC2)C